2-(azetidin-1-yl)-5-(dimethylsulfamoyl)-N-(5-methyl-1,3-thiazol-2-yl)benzamide N1(CCC1)C1=C(C(=O)NC=2SC(=CN2)C)C=C(C=C1)S(N(C)C)(=O)=O